methyl (R)-4-((2-(3-(2-hydroxy-3,3-dimethyl-4-(phosphonooxy)butanamido) propanamido) ethyl)thio)-4-oxobutanoate O[C@@H](C(=O)NCCC(=O)NCCSC(CCC(=O)OC)=O)C(COP(=O)(O)O)(C)C